3-phenyl-1-(4-(4,4,5,5-tetramethyl-1,3,2-dioxaborolan-2-yl)-3,6-dihydropyridin-1(2H)-yl)propan-1-one C1(=CC=CC=C1)CCC(=O)N1CCC(=CC1)B1OC(C(O1)(C)C)(C)C